CC1=C(C2=C(N=N1)SC1=C2N=CN=C1NCC1=CC=C(C=C1)C(C)(CC)O)C 2-[4-[[(3,4-dimethylpyrimido[4',5':4,5]thieno[2,3-c]pyridazin-8-yl)amino]methyl]phenyl]butan-2-ol